ClC1=CC(=C(C=C1)[C@@]1(OC2=C(O1)C=CC=C2C2CCN(CC2)CC=2N(C(=CN2)/C=C/C(=O)O)C[C@@H]2COC(C2)(C)C)C)F (E)-3-(2-((4-((S)-2-(4-chloro-2-fluorophenyl)-2-methylbenzo[d][1,3]dioxol-4-yl)piperidin-1-yl)methyl)-1-(((R)-5,5-dimethyltetrahydrofuran-3-yl)methyl)-1H-imidazol-5-yl)acrylic acid